(3S)-3-Methyl-1-{2-[(2R,5R)-5-methyl-2-[(morpholin-4-yl)carbonyl]piperazin-1-yl]acetyl}-3-phenyl-2,3-dihydro-1H-indole-6-carbonitrile C[C@]1(CN(C2=CC(=CC=C12)C#N)C(CN1[C@H](CN[C@@H](C1)C)C(=O)N1CCOCC1)=O)C1=CC=CC=C1